NC1=C2C(=NC=N1)N(N=C2C2=CC=C(C=C2)CNC(C2=C(C=CC(=C2)F)OC)=O)C2(CC2)CN(C(=O)N2N=NN=C2)C N-((1-(4-amino-3-(4-((5-fluoro-2-methoxybenzamido)methyl)phenyl)-1H-pyrazolo[3,4-d]pyrimidin-1-yl)cyclopropyl)methyl)-N-methyl-1H-tetrazole-1-carboxamide